1-((5-(4-((4-(Morpholinomethyl)phenyl)ethynyl)phenyl)isoxazol-3-yl)methyl)-1H-1,2,4-triazol-5-carbonitrile O1CCN(CC1)CC1=CC=C(C=C1)C#CC1=CC=C(C=C1)C1=CC(=NO1)CN1N=CN=C1C#N